(S)-6-(3-(1-Aminocyclopropyl)propioloyl)-4-(2-(1-ethyl-3-(trifluoromethyl)-1H-pyrazol-4-yl)phenyl)-4,5,6,7-tetrahydrothieno[2,3-c]pyridine-2-carbonitrile NC1(CC1)C#CC(=O)N1CC2=C([C@@H](C1)C1=C(C=CC=C1)C=1C(=NN(C1)CC)C(F)(F)F)C=C(S2)C#N